2-(benzo[d][1,3]dioxol-5-yl)acetic acid O1COC2=C1C=CC(=C2)CC(=O)O